3-(1-(tert-butyl)piperidin-4-yl)-1H-indole C(C)(C)(C)N1CCC(CC1)C1=CNC2=CC=CC=C12